ClC=1C=C2CCCC(C2=CC1)=O 6-chloro-3,4-dihydro-2H-naphthalen-1-one